C1(CCC1)C1=NC=CC(=C1)C=1C=C(C=CC1)C=1N=C(SC1)NC(=O)[C@H]1N(CCC1)C(=O)C=1C=CC2=C(S(CCOC2)(=O)=O)C1 (S)-N-(4-(3-(2-cyclobutylpyridin-4-yl)phenyl)thiazol-2-yl)-1-(1,1-dioxido-2,3-dihydro-5H-benzo[e][1,4]oxathiepine-8-carbonyl)pyrrolidine-2-carboxamide